C1(=CC=C(C=C1)C1NS(C2=C(C3=C1C=CC=C3)C=CC=C2)(=O)=O)C (+)-7-(p-Tolyl)-6,7-dihydrodibenzo[d,f][1,2]Thiazepine 5,5-dioxide